trans-1'-(4-((2,6-dioxopiperidin-3-yl)amino)-2-fluorophenyl)-N-(4-((5-fluoro-4-(3-(2-oxo-1,3-oxazinan-3-yl)phenyl)pyrimidin-2-yl)amino)cyclohexyl)-[1,4'-bipiperidine]-4-carboxamide O=C1NC(CCC1NC1=CC(=C(C=C1)N1CCC(CC1)N1CCC(CC1)C(=O)N[C@@H]1CC[C@H](CC1)NC1=NC=C(C(=N1)C1=CC(=CC=C1)N1C(OCCC1)=O)F)F)=O